4-[1-[[4-[Cyclopropylmethyl(2-phenoxyethyl)amino]tetrahydropyran-4-carbonyl]amino]cyclopropyl]benzoic acid, hydrochloride Cl.C1(CC1)CN(C1(CCOCC1)C(=O)NC1(CC1)C1=CC=C(C(=O)O)C=C1)CCOC1=CC=CC=C1